CC=1C(NC=2C=C(C=NC2C1)CN1CCN(CC1)C=1C=CC(=NC1)C(=O)N[C@H]1COCC1)=O (R)-5-(4-((7-methyl-6-oxo-5,6-dihydro-1,5-naphthyridin-3-yl)methyl)piperazin-1-yl)-N-(tetrahydrofuran-3-yl)picolinamide